(S)-5-chloro-4-(1-(2,6-difluorophenyl)ethoxy)-2-fluoro-N-(thiazol-2-yl)benzenesulfonamide ClC=1C(=CC(=C(C1)S(=O)(=O)NC=1SC=CN1)F)O[C@@H](C)C1=C(C=CC=C1F)F